1-{6-[4-(piperazin-1-ylmethyl)piperidin-1-yl]Pyridin-3-yl}-1,3-diazinon N1(CCNCC1)CC1CCN(CC1)C1=CC=C(C=N1)N1C(N=CC=C1)=O